N=S(=O)CN1CC2(C1)CCN(CC2)C2=NC=NC1=C(C=CC=C21)OC imino[7-(8-methoxyquinazolin-4-yl)-2,7-diazaspiro[3.5]nonan-2-yl]methyl-λ6-sulfanone